1-docosanoyl-2-(9Z,12Z-heptadecadienoyl)-glycero-3-phospho-(1'-sn-glycerol) CCCCCCCCCCCCCCCCCCCCCC(=O)OC[C@H](COP(=O)(O)OC[C@H](CO)O)OC(=O)CCCCCCC/C=C\C/C=C\CCCC